CC(C(=O)ONC(C1=CC(=CC(=C1)C)Br)=O)(C)C [(3-bromo-5-methylbenzoyl)amino] 2,2-dimethylpropanoate